3-(3-(1-(5-(5-((4,6-difluoro-1H-indol-5-yl)oxy)-2-fluorophenyl)-4H-1,2,4-triazol-3-yl)ethyl)-2-fluorophenyl)propanoic acid ethyl ester C(C)OC(CCC1=C(C(=CC=C1)C(C)C1=NN=C(N1)C1=C(C=CC(=C1)OC=1C(=C2C=CNC2=CC1F)F)F)F)=O